ClC1=C(C=CC=C1Cl)SC=1C=2N(C(=NC1)N1CCC3(CCC[C@H]3N[S@](=O)C(C)(C)C)CC1)C=CN2 (R)-N-((R)-8-(8-((2,3-dichlorophenyl)thio)imidazo[1,2-c]pyrimidin-5-yl)-8-azaspiro[4.5]decan-1-yl)-2-methylpropan-2-sulfinamide